NCCC(C[Si](OCC)(OCC)OCC)N 2-(2-aminoethyl)-aminoethyl-triethoxysilane